BrC1=C(C(=CC=2N(C(=NC21)C)CC(F)F)[N+](=O)[O-])C(=O)C2=C(C=CC(=C2)Cl)F [4-bromo-1-(2,2-difluoroethyl)-2-methyl-6-nitrobenzo[d]imidazol-5-yl](5-chloro-2-fluorophenyl)methanone